FC(N1N=CC(=C1)C=1C(=NC(=NC1)O)O)F 5-(1-(difluoromethyl)-1H-pyrazol-4-yl)pyrimidine-2,4-diol